ClC=1C(=CC=C2C=CC=C(C12)B1OCC(C(O1)(C)C)(C)C)F 2-(8-chloro-7-fluoroNaphthalene-1-yl)-4,4,5,5-tetramethyl-1,3,2-dioxaborinane